4,8-dichloro-1,5-naphthyridine ClC1=CC=NC2=C(C=CN=C12)Cl